2,2-Difluoro-N-[rac-(2r,3s)-2-methyl-1-[1-(1-methyl-6-oxo-1H-pyridin-3-yl)-1H-indazol-5-yl]-5-oxo-2-phenyl-pyrrolidin-3-yl]-propionamide FC(C(=O)N[C@@H]1[C@](N(C(C1)=O)C=1C=C2C=NN(C2=CC1)C1=CN(C(C=C1)=O)C)(C1=CC=CC=C1)C)(C)F |r|